ClC=1C=C(C=CC1F)NC1=NC=NC2=CC(=C(C=C12)[N+](=O)[O-])O[C@@H]1COCC1 4-[(3-chloro-4-fluorophenyl)amino]-6-nitro-7-((S)-tetrahydrofuran-3-yloxy)-quinazoline